[N+](=[N-])=CC(CC[C@@H](C(=O)OC(C)C)NC(=O)C1CCOCC1)=O isopropyl (S)-6-diazo-5-oxo-2-(tetrahydro-2H-pyran-4-carboxamido)hexanoate